(R)-1-(2-(1-aminopropyl)-6-cyclopropylimidazo[1,2-a]pyridin-8-yl)-3-methylimidazolidine-2,4-dione N[C@H](CC)C=1N=C2N(C=C(C=C2N2C(N(C(C2)=O)C)=O)C2CC2)C1